ClC1=NC=C2C=C(N=CC2=C1)N(C(OC(C)(C)C)=O)C tert-butyl (7-chloro-2,6-naphthyridin-3-yl)(methyl)carbamate